1-(2-((2R,4aS,4bS,6aS,7S,11aS,11bS,13aR)-4a-ethyl-2-hydroxy-2,6a-dimethyloctadecahydro-1H-cyclohepta[a]phenanthren-7-yl)-2-oxoethyl)-1H-pyrazole-4-carbonitrile C(C)[C@]12[C@H]3CC[C@]4([C@H]([C@@H]3CC[C@@H]2C[C@](CC1)(C)O)CCCC[C@@H]4C(CN4N=CC(=C4)C#N)=O)C